C(C1=CC=CC=C1)OC1CC2(C(N3C(O2)C=CC3C=3C=NN(C3)C)=O)C1 3-(benzyloxy)-5'-(1-methyl-1H-pyrazol-4-yl)-5',7a'-dihydro-3'H-spiro[cyclobutane-1,2'-pyrrolo[2,1-b]oxazol]-3'-one